C[Si](C#CC1=CC=C(C=C1)C1CN(CC12CCC2)C(=O)C2=CN=CC(N2)=O)(C)C 6-(8-{4-[2-(trimethylsilyl)ethynyl]phenyl}-6-azaspiro[3.4]octane-6-carbonyl)-1H-pyrazin-2-one